CN(C1=CC=C(C=C1)C(C=CC1=CC(=CC=C1)O)=O)C 1-[4-(Dimethylamino)phenyl]-3-(3-hydroxyphenyl)prop-2-en-1-one